(2R,3S,4R,5R)-5-(4-Aminopyrrolo[2,1-f][1,2,4]triazin-7-yl)-5-cyano-3,4-dihydroxytetrahydrofuran-2-acetic acid methyl ester COC(C[C@H]1O[C@@]([C@@H]([C@@H]1O)O)(C#N)C1=CC=C2C(=NC=NN21)N)=O